5-fluoro-N-[(1s,4s)-4-{[2-(trifluoromethyl)imidazo[1,2-a]pyridin-5-yl]amino}cyclohexyl]-1-benzofuran-2-carboxamide FC=1C=CC2=C(C=C(O2)C(=O)NC2CCC(CC2)NC2=CC=CC=3N2C=C(N3)C(F)(F)F)C1